(2-chlorophenyl)-3-fluorobenzene-1,4-diamine ClC1=C(C=CC=C1)C1=C(C=CC(=C1F)N)N